CC(=CCC1=C(C=C(C2=C1OC(OC2)CC)CCCCC)O)CCC=C(C)C 8-(3,7-dimethylocta-2,6-dien-1-yl)-2-ethyl-7-hydroxy-5-pentyl-4H-benzo[d][1,3]dioxin